ClC1=C(C=C(C(=C1)OC)C1(OC1)C1=CC=CC=C1)C=1C(=CC=C(C1F)OCCOC)C#N 2'-Chloro-6-fluoro-4'-methoxy-5-(2-methoxyethoxy)-5'-(2-phenyloxiran-2-yl)-[1,1'-biphenyl]-2-carbonitrile